FB1OB(OB(O1)C1=CC=CC=C1)C(F)(F)F fluoro(trifluoromethyl)phenylboroxine